BrC=1C=C(C=NC1)C1(CCC1)C(=O)O 1-(5-bromopyridin-3-yl)cyclobutane-1-carboxylic acid